methyl 2-(1-bromoethyl)-6-chloropyridine-3-carboxylate BrC(C)C1=NC(=CC=C1C(=O)OC)Cl